tert-butyl N-cyclopropyl-N-[1-[7-[(8-methoxy-1,3-dimethyl-pyrrolo[1,2-a]pyrazin-7-yl)carbamoyl]-2-methyl-indazol-4-yl]-4-piperidyl]carbamate C1(CC1)N(C(OC(C)(C)C)=O)C1CCN(CC1)C=1C2=CN(N=C2C(=CC1)C(NC=1C(=C2N(C=C(N=C2C)C)C1)OC)=O)C